ClC(CCCCC(=O)O[C@H](C(=O)O)C)CCCCCC (S)-2-[(6-chlorododecanoyl)oxy]propionic acid